4-[6-(1-cyanocyclobutyl)pyrazolo[1,5-a]pyridin-3-yl]-2-(difluoromethoxy)-N-[(1R,2S)-2-fluorocyclopropyl]-6-methoxy-benzamide C(#N)C1(CCC1)C=1C=CC=2N(C1)N=CC2C2=CC(=C(C(=O)N[C@H]1[C@H](C1)F)C(=C2)OC)OC(F)F